Tert-butyl 4-(5-((2,6-dioxopiperidin-3-yl)oxy)pyridin-2-yl)piperidine-1-carboxylate O=C1NC(CCC1OC=1C=CC(=NC1)C1CCN(CC1)C(=O)OC(C)(C)C)=O